cesium formamidinium lead iodide [Pb](I)I.C(=[NH2+])N.[Cs+]